((2R,6R)-4-(2-fluoro-4-methoxybenzoyl)-2,6-dimethylpiperazin-1-yl)(4-methoxy-3-methylphenyl)methanone FC1=C(C(=O)N2C[C@H](N([C@@H](C2)C)C(=O)C2=CC(=C(C=C2)OC)C)C)C=CC(=C1)OC